CC1=C(C=C2C=NN(C2=C1)C=1C=C(C(=O)NC2COCC2)C=CC1)N1CCN(C2(CC2)C1)S(=O)(=O)C 3-(6-methyl-5-(4-(methylsulfonyl)-4,7-diazaspiro[2.5]octan-7-yl)-1H-indazol-1-yl)-N-(tetrahydrofuran-3-yl)benzamide